(S)-N-((R)-1-(8-(azetidin-3-yloxy)-3-(((R)-7,7,8-trimethyl-5-oxo-7,8-dihydro-5H-pyrano[4,3-b]pyridin-2-yl)amino)isoquinolin-5-yl)propyl)-2-methylpropane-2-sulfinamide N1CC(C1)OC=1C=CC(=C2C=C(N=CC12)NC1=CC=C2C(=N1)[C@H](C(OC2=O)(C)C)C)[C@@H](CC)N[S@@](=O)C(C)(C)C